4-(3-Acetylaminopyridin-2-yl)piperazine-1-carboxylic acid tert-butyl ester C(C)(C)(C)OC(=O)N1CCN(CC1)C1=NC=CC=C1NC(C)=O